4-(9-methyl-8-(pyridin-4-yl)-9H-purin-6-yl)morpholine CN1C2=NC=NC(=C2N=C1C1=CC=NC=C1)N1CCOCC1